C(C)(C)(C)OC1=NC=C(C(=N1)OC(C)(C)C)C=1C=C2C(=NN1)N(N=C2O)C([2H])([2H])[2H] 5-(2,4-ditert-butoxypyrimidin-5-yl)-1-(trideuteriomethyl)pyrazolo[3,4-c]pyridazin-3-ol